FC1(OCOC1O)C 4-fluoro-5-hydroxy-4-methyl-1,3-dioxolane